ClC1=C(C=CC(=C1)Cl)C1=C(C=CC=C1)S(=O)(=O)[O-] 2,4-dichlorophenylphenylsulfonate